(E)-(2-cyclopropylvinyl)boronic acid C1(CC1)/C=C/B(O)O